3-(7-methoxy-2,3-dihydrobenzofuran-5-yl)-5-(3-nitrophenyl)isoxazoline COC1=CC(=CC=2CCOC21)C2=NOC(C2)C2=CC(=CC=C2)[N+](=O)[O-]